2-t-amylperoxy-4,6-diallyloxy-1,3,5-triazine C(C)(C)(CC)OOC1=NC(=NC(=N1)OCC=C)OCC=C